ClC1=C(C=C2C(=NN=C(C2=C1)N1CCNCC1)N1CCCCC1)C1=C(C=CC=C1F)O 2-(7-chloro-1-(piperazin-1-yl)-4-(piperidin-1-yl)phthalazin-6-yl)-3-fluorophenol